2-(methylsulfonyl)-6-(thiazol-4-yl)benzo[d]oxazole CS(=O)(=O)C=1OC2=C(N1)C=CC(=C2)C=2N=CSC2